2-phenyloctahydropyrrolo[3,4-c]pyrrole C1(=CC=CC=C1)N1CC2CNCC2C1